C(C1=CC=CC=C1)OC(=O)[C@H]1[C@H](C1)C(=O)O (1s,2r)-2-((benzyloxy)carbonyl)cyclopropane-1-carboxylic acid